1,5-dimethyl-1H-pyrazine CN1CC=NC(=C1)C